2-(2-Bromo-4-methylphenyl)acetic acid methyl ester COC(CC1=C(C=C(C=C1)C)Br)=O